[N-](S(=O)(=O)C(F)(F)F)S(=O)(=O)C(F)(F)F.OCC[N+](CCCCCCCCCC)(C)CCO bis(2-hydroxyethyl)-methyl-decylammonium bis(trifluoromethanesulfonyl)imide salt